FC1(CC(C1)(C)CN1N=C(C(=C1C(=O)NC1=CC(=CC=C1)S(=O)(=N)C)C(F)(F)F)C12CC(C1)(C2)OC)F 1-((3,3-difluoro-1-methylcyclobutyl)methyl)-3-(3-methoxybicyclo[1.1.1]pentan-1-yl)-N-(3-(S-methylsulfonimidoyl)phenyl)-4-(trifluoromethyl)-1H-pyrazole-5-carboxamide